1-(3-methyl-1H-indazol-5-yl)methanamine CC1=NNC2=CC=C(C=C12)CN